OC1(CCN(CC1)C(=O)NC)C 4-hydroxy-N,4-dimethylpiperidine-1-carboxamide